Tert-butyl (3S)-3-[[4-[1-(benzenesulfonyl)-6-(3,5-dimethyl-1,2,4-triazol-4-yl) pyrrolo[2,3-b]pyridin-3-yl]-5-(trifluoromethyl)pyrimidin-2-yl]amino]piperidine-1-carboxylate C1(=CC=CC=C1)S(=O)(=O)N1C=C(C=2C1=NC(=CC2)N2C(=NN=C2C)C)C2=NC(=NC=C2C(F)(F)F)N[C@@H]2CN(CCC2)C(=O)OC(C)(C)C